FC(C1=CC=C(/C=C/C(=O)Cl)C=C1)(F)F (E)-4-trifluoromethyl-cinnamoyl chloride